N1=NC(=CC=C1)N(C1CCC(CC1)=O)C=1N=NC=CC1 4-(dipyridazinylamino)cyclohexanone